N-(2,3-difluorobenzyl)-5-(6-methylpyridin-2-yl)-4-(1-(tetrahydro-2H-pyran-2-yl)-1H-indazol-5-yl)-1H-imidazol-2-amine FC1=C(CNC=2NC(=C(N2)C=2C=C3C=NN(C3=CC2)C2OCCCC2)C2=NC(=CC=C2)C)C=CC=C1F